2,2-dichloro-3-(4-fluoro-3-trifluoromethylphenyl)cyclopropanecarbaldehyde ClC1(C(C1C1=CC(=C(C=C1)F)C(F)(F)F)C=O)Cl